4a,6a-dimethyl-hexahydro-1,4-dioxa-6b-azacyclopenta[cd]pentalene CC12OCC3COC(N13)(CC2)C